1,3-bis(dimethylamino)benzene CN(C1=CC(=CC=C1)N(C)C)C